C=1NC=C2C3=CC=C(C12)O3 4,7-epoxyisoindol